N1C=CC2=CC(=CC=C12)C(=O)P(O)(O)=O 1H-indol-5-carbonylphosphonic acid